N[C@@H]1CN(CC[C@H]1F)C1=NC2=C(N1CC1=C(C#N)C=CC(=C1)Cl)C=C(C(=C2)F)F 2-((2-((3R,4R)-3-amino-4-fluoro-1-piperidinyl)-5,6-difluoro-1H-benzimidazol-1-yl)methyl)-4-chlorobenzonitrile